(S)-(2R,3R,11bR)-3-isobutyl-9,10-dimethoxy-2,3,4,6,7,11b-hexahydro-1H-pyrido[2,1-a]isoquinolin-2-yl 2-amino-3-methylbutanoate bis(4-methylbenzenesulfonate) CC1=CC=C(C=C1)S(=O)(=O)O.CC1=CC=C(C=C1)S(=O)(=O)O.N[C@H](C(=O)O[C@@H]1C[C@H]2N(CCC3=CC(=C(C=C23)OC)OC)C[C@H]1CC(C)C)C(C)C